[Si](C)(C)(C(C)(C)C)OC(C)(C)C1=[N+](C=CC(=C1)C(=O)O)[O-] 2-{2-[(tert-butyldimethylsilyl)oxy]propan-2-yl}-4-carboxypyridin-1-ium-1-olate